2-bromo-1-(7-hydroxy-7-methyl-6,7-dihydro-5H-cyclopenta[b]pyridin-4-yl)ethan-1-one BrCC(=O)C1=C2C(=NC=C1)C(CC2)(C)O